6-chloro-N2-methylpyridine-2,3-diamine ClC1=CC=C(C(=N1)NC)N